4-(3-Chloroanilino)-2'-[(2R)-3-hydroxy-2-methylpropyl]-5'-methyl-2',3'-dihydrospiro[cyclohexane-1,1'-isoindole]-4-carboxylic acid ClC=1C=C(NC2(CCC3(N(CC4=CC(=CC=C34)C)C[C@H](CO)C)CC2)C(=O)O)C=CC1